26-(4-Nitrophenoxy)-3,6,9,12,15,18,21,24-octaoxahexacosan-1-aminium chloride salt [Cl-].[N+](=O)([O-])C1=CC=C(OCCOCCOCCOCCOCCOCCOCCOCCOCC[NH3+])C=C1